ClC1=C(C=CC(=C1)Cl)N1CCN(CC1)CC(=O)NC1=C(C=CC=C1)OCC 2-(4-(2,4-dichlorophenyl)piperazine-1-yl)-N-(2-ethoxyphenyl)acetamide